((6-chloro-5-(4'-((4-(2-hydroxyethyl)piperazin-1-yl)methyl)-[1,1'-biphenyl]-4-yl)-1H-benzo[d]imidazol-2-yl)oxy)hexahydrofuro[3,2-b]furan-3-ol ClC=1C(=CC2=C(NC(=N2)OC2C(C3C(O2)CCO3)O)C1)C1=CC=C(C=C1)C1=CC=C(C=C1)CN1CCN(CC1)CCO